ClC1=C(C(=O)O)C(=C(C(=N1)Cl)F)NCC1=CC=C(C=C1)OC 2,6-Dichloro-5-fluoro-4-((4-methoxybenzyl)amino)nicotinic acid